(R)-2-((8-(3-aminopiperidin-1-yl)-7-(but-2-yn-1-yl)-3-methyl-2,6-dioxo-2,3,6,7-tetrahydro-1H-purin-1-yl)methyl)-5-chlorobenzoic acid nonyl ester C(CCCCCCCC)OC(C1=C(C=CC(=C1)Cl)CN1C(N(C=2N=C(N(C2C1=O)CC#CC)N1C[C@@H](CCC1)N)C)=O)=O